(S)-N-(6-fluoro-5-methylpyridin-3-yl)-2-methyl-3-(2-oxo-2-((1,1,1-trifluoropropan-2-yl)amino)acetyl)-5,6,7,8-tetrahydroindolizine-1-carboxamide FC1=C(C=C(C=N1)NC(=O)C=1C(=C(N2CCCCC12)C(C(N[C@H](C(F)(F)F)C)=O)=O)C)C